4-(5-cyano-2-methoxyphenyl)-N-(5-(4-cyanophenylethyl)-1,3,4-thiadiazol-2-yl)-6-methylnicotinamide C(#N)C=1C=CC(=C(C1)C1=CC(=NC=C1C(=O)NC=1SC(=NN1)CCC1=CC=C(C=C1)C#N)C)OC